methyl 2-cyano-6-(4-((6-methoxypyridin-3-yl)oxy)piperidin-1-yl)-5-methylnicotinate C(#N)C1=C(C(=O)OC)C=C(C(=N1)N1CCC(CC1)OC=1C=NC(=CC1)OC)C